(p-cymene) ruthenium (II) dichloride [Ru](Cl)Cl.C1(=CC=C(C=C1)C)C(C)C